CC=1N(C(=CC1)C)C=1SC2=C(C=NC(=C2)C2=C(C=NN2CCN(C)C)C)N1 2-(5-(2-(2,5-dimethyl-1H-pyrrol-1-yl)thiazolo[4,5-c]pyridin-6-yl)-4-methyl-1H-pyrazol-1-yl)-N,N-dimethylethan-1-amine